N-(2-methoxyethyl)-5-(3-(2-methoxyethyl)-2-methyl-3H-imidazo[4,5-b]pyridin-5-yl)pyrrolo[2,1-f][1,2,4]triazin-2-amine COCCNC1=NN2C(C=N1)=C(C=C2)C2=CC=C1C(=N2)N(C(=N1)C)CCOC